N1C=CC=2N1C(=CC=CC2)O pyrazolo[1,5-a]azepin-8-ol